3-(4-chloro-2-fluorophenyl)-6-trifluoromethyl-1H-pyrimidine ClC1=CC(=C(C=C1)N1CNC(=CC1)C(F)(F)F)F